C1(=CC=CC=C1)NS(=O)(=O)C1=CC(=CC=C1)NC(=O)NS(=O)(=O)C1=CC=C(C)C=C1 N-phenyl-3-(3-tosylureido)benzenesulfonamide